phosphorus Sulfur Silicon [Si].[S].[P]